FC=1C=C(CNC2=NSC3=C2C=CC=C3)C=CC1 N-(3-Fluorobenzyl)benzo[d]isothiazol-3-amine